ethyl 2-(2-((7-(2-cyano-3-fluoropyridin-4-yl)-2,3-dihydrobenzofuran-5-yl)methoxy)phenyl)acetate C(#N)C1=NC=CC(=C1F)C1=CC(=CC=2CCOC21)COC2=C(C=CC=C2)CC(=O)OCC